[F].BrC1=C(C=C(C=C1)NC(CC1=C(C=CC=C1)Cl)=O)S(N)(=O)=O N-(4-bromo-3-sulfamylphenyl)-2-(2-chlorophenyl)acetamide fluorine